3-benzyloxycyclobutanone C(C1=CC=CC=C1)OC1CC(C1)=O